N1=CC(=CC=C1)NC(=O)N1CC2=C(CC1)C=C(S2)C2=NOC(=N2)C(F)(F)F N-(pyridin-3-yl)-2-(5-(trifluoromethyl)-1,2,4-oxadiazol-3-yl)-4,7-dihydrothieno[2,3-c]pyridine-6(5H)-carboxamide